CN1CCO[C@H](C2=CC=CC=C2C1)C3=CC=CC=C3.Cl The molecule is a hydrochloride obtained by reaction of (S)-nefopam with one equivalent of hydrochloric acid (the racemic salt is an analgesic drug). It contains a (S)-nefopam(1+). It is an enantiomer of a (R)-nefopam hydrochloride.